4-(mercaptomethyl)-3,6-dithia-1,8-octanedithiol SCC(SCCS)CSCCS